6-(cyclopropanecarboxamido)-4-((2-methoxy-3-(1-((1R,2R)-2-methoxycyclopentyl)-1H-pyrazol-4-yl)phenyl)amino)pyridazine-3-carboxamide C1(CC1)C(=O)NC1=CC(=C(N=N1)C(=O)N)NC1=C(C(=CC=C1)C=1C=NN(C1)[C@H]1[C@@H](CCC1)OC)OC